3-((1r,4r)-4-((4-(2-(2-aminopyridin-3-yl)-5-phenyl-3H-imidazo[4,5-b]pyridin-3-yl)benzyl)(methyl)amino)cyclohexyl)-1,2,4-thiadiazol-5(4H)-one NC1=NC=CC=C1C1=NC=2C(=NC(=CC2)C2=CC=CC=C2)N1C1=CC=C(CN(C2CCC(CC2)C2=NSC(N2)=O)C)C=C1